O[Co].[Co] cobalt hydroxycobalt